BrC1=C(C=C(C=C1)S(=O)(=O)N1CCC2(CC(CO2)NC[C@@H](COC2=C(C=CC=C2)S(=O)(=O)NCCCN(C)C)O)CC1)C ((2S)-3-(8-(4-bromo-3-methylphenylsulfonyl)-1-oxa-8-azaspiro[4.5]dec-3-ylamino)-2-hydroxypropoxy)-N-(3-(dimethylamino)propyl)benzenesulfonamide